N-[1-[3-(4-iodotriazol-2-yl)pyrazin-2-yl]ethyl]-3,5-bis(trifluoromethyl)benzamide IC1=NN(N=C1)C=1C(=NC=CN1)C(C)NC(C1=CC(=CC(=C1)C(F)(F)F)C(F)(F)F)=O